N-[(4-hydroxy-4-methyl-cyclohexylidene)amino]Carbamic acid tert-butyl ester C(C)(C)(C)OC(NN=C1CCC(CC1)(C)O)=O